NCCC1=CC(=C(OC2=CC=C(OCCCNC(CCCCC(=O)N3C[C@@H]([C@@H]([C@H](C3)NC3=NC(=CN=C3)C(F)(F)F)O)O)=O)C=C2)C=C1)I N-(3-(4-(4-(2-aminoethyl)-2-iodophenoxy)phenoxy)propyl)-6-((3S,4R,5S)-3,4-dihydroxy-5-((6-(trifluoromethyl)pyrazin-2-yl)amino)piperidin-1-yl)-6-oxohexanamide